COC=1C=C(C=CC1OC)C=1C(=NC(=NC1)NC=1C=NN(C1)C)NC=1C=C(C=CC1F)NC(C=C)=O N-(3-((5-(3,4-dimethoxyphenyl)-2-((1-methyl-1H-pyrazol-4-yl)amino)pyrimidin-4-yl)amino)-4-fluorophenyl)acrylamide